C(C)(C)(C)OC(=O)N[C@@H](C(=O)OC(C)(C)C)CC1=CC=C(C=C1)OC([2H])([2H])F tert-butyl (R)-2-((tert-butoxycarbonyl)amino)-3-(4-(fluoromethoxy-d2)phenyl)propanoate